2-[4-(1,7-diazaspiro[4.4]nonan-7-yl)-1H-pyrrolo[2,3-b]pyridin-3-yl]thiazole N1CCCC12CN(CC2)C2=C1C(=NC=C2)NC=C1C=1SC=CN1